BrC=1C=CC2=C(C(=N[C@H](C=3N2C(=NN3)SCCN(CC)CC)CCC(=O)OC)C3=C(C=CC=C3)F)C1 methyl (S)-3-(8-bromo-6-(2-fluorophenyl)-1-((2-(diethylamino)ethyl)thio)-4H-benzo[f][1,2,4]triazolo[4,3-a][1,4]diazepin-4-yl)propionate